ClC=1C=C2C(=C(C=NC2=CC1)C(=O)N1CCN(CC1)S(=O)(=O)C)C1=CC=C(C=C1)C1(CC1)C#N 1-(4-(6-chloro-3-(4-(methylsulfonyl)piperazine-1-carbonyl)quinolin-4-yl)phenyl)cyclopropane-1-carbonitrile